OC1=CC(=C(CO)C=C1)C 4-hydroxy-2-methyl-benzyl alcohol